C(C1=CC=CC=C1)OC1CC(C1)(O)C=1C(=NC=C(C(=O)O)C1)OC 5-(3-(benzyloxy)-1-hydroxycyclobutyl)-6-methoxynicotinic acid